ClC=1C(N(C(=CC1OC([2H])([2H])C1=C(C=C(C=C1)F)Cl)C)C1=CC(=NC=C1C)N1N=C(C=C1)C(C)(C)O)=O 3-Chloro-4-((2-chloro-4-fluorophenyl)methoxy-d2)-2'-(3-(2-hydroxypropan-2-yl)-1H-pyrazol-1-yl)-5',6-dimethyl-2H-[1,4'-bipyridin]-2-one